C1(CCC1)N1C=C(C2=CC=C(C(=C12)F)N1CNCC=C1)C1CCN(CC1)CC1(CCNCC1)F 1-(1-Cyclobutyl-7-fluoro-3-(1-((4-fluoropiperidin-4-yl)methyl)piperidin-4-yl)-1H-indol-6-yl)dihydropyrimidine